3-toluic acid C1(=CC(=CC=C1)C(=O)O)C